O1C=C(C=C1)C=1C=C(C=C(C1)OC)NC1=CC=NC2=CC(=C(C=C12)OC)OC N-(3-(Furan-3-yl)-5-Methoxyphenyl)-6,7-Dimethoxyquinolin-4-amine